ClC=1C=C(C=2C(N1)=NN(C2)C)CO (6-chloro-2-methyl-2H-pyrazolo[3,4-b]pyridin-4-yl)methanol